N-(4-((E)-2-(2-(((1r,4r)-4-aminocyclohexyl)amino)pyrimidin-5-yl)vinyl)-3-methylphenyl)-2-chlorobenzenesulfonamide NC1CCC(CC1)NC1=NC=C(C=N1)/C=C/C1=C(C=C(C=C1)NS(=O)(=O)C1=C(C=CC=C1)Cl)C